1-(4-(5-(7-Ethoxyquinazolin-5-yl)pyrazin-2-yl)piperazin-1-yl)-2-phenylethan-1-one C(C)OC1=CC(=C2C=NC=NC2=C1)C=1N=CC(=NC1)N1CCN(CC1)C(CC1=CC=CC=C1)=O